Ethyl 3-(4-bromo-6-fluoro-1-(tetrahydro-2H-pyran-2-yl)-1H-indazol-5-yl)propanoate BrC1=C2C=NN(C2=CC(=C1CCC(=O)OCC)F)C1OCCCC1